1-[1-chloro-6-(3-chloro-1-isopropyl-1H-indazol-5-ylmethoxy)-3,4-dihydro-naphthalen-2-ylmethyl]-piperidine-4-carboxylic acid hydrochloride Cl.ClC1=C(CCC2=CC(=CC=C12)OCC=1C=C2C(=NN(C2=CC1)C(C)C)Cl)CN1CCC(CC1)C(=O)O